C[C@H]1[C@@H]2C(=O)N[C@H](C(=O)N[C@H](C(=O)N[C@H]3CSC[C@@H]4C(=O)N[C@@H](CS1)C(=O)N[C@@H](CNCCCC[C@H](NC(=O)[C@@H]([C@@H](SC[C@@H](C(=O)N[C@H](C(=O)N[C@H](C(=O)N4)CCC(=O)N)CCCNC(=N)N)N)C)NC(=O)[C@@H](NC(=O)CNC(=O)[C@@H](NC3=O)[C@H](C(=O)O)O)CC(=O)N)C(=O)O)C(=O)N[C@H](C(=O)NCC(=O)N5CCC[C@H]5C(=O)N[C@H](C(=O)N2)CC6=CC=CC=C6)CC7=CC=CC=C7)C(C)C)CC8=CC=CC=C8 The molecule is a type B lantibiotic consisting of a 19 amino acid tetracyclic polypeptide produced by Streptomyces cinnamoneus. It is a heterodetic cyclic peptide, a macrocycle, a type B lantibiotic and a L-cysteine thioether.